CC1=C(C(=CC(=C1)C)C)S(=O)(=O)NC1=NC2=CC=C(C=C2C=C1)C=1C=C(CNC(OC(C)(C)C)=O)C=CC1 tert-butyl (3-(2-((2,4,6-trimethylphenyl)sulfonamido)quinolin-6-yl)benzyl)carbamate